FC1=CC(=C(OC2=C(C=CC=C2I)S(=O)(=O)N)C(=C1)C)C (4-fluoro-2,6-dimethylphenoxy)-3-iodobenzenesulfonamide